FC1(CCC(CC1)N(C(C(C=1C=NC=CC1)N(C(=O)[C@@H]1N(C[C@@H](C1)OC)C(=O)OCC1=CC=CC=C1)C1=CC=C(C=C1)S(F)(F)(F)(F)F)=O)CCO)F benzyl (2R,4R)-2-[[2-[(4,4-difluorocyclohexyl)-(2-hydroxyethyl)amino]-2-oxo-1-(3-pyridyl) ethyl]-[4-(pentafluoro-λ6-sulfanyl)phenyl]carbamoyl]-4-methoxy-pyrrolidine-1-carboxylate